C(C)(=O)OCC(CC[NH-])(C)C 4-acetoxy-3,3-dimethylbutylamide